2-[4-[6-[3-(5-chloro-2-fluoro-phenyl)-1H-pyrazol-4-yl]-1,5-naphthyridin-3-yl]-2,6-dimethyl-piperazin-1-yl]ethanamine ClC=1C=CC(=C(C1)C1=NNC=C1C=1N=C2C=C(C=NC2=CC1)N1CC(N(C(C1)C)CCN)C)F